(3R)-3-ethyl-5-fluoro-2-[[(2R)-tetrahydropyran-2-yl]methyl]-3,4-dihydro-1H-isoquinoline-7-carbohydroxamic acid C(C)[C@H]1N(CC2=CC(=CC(=C2C1)F)C(=O)NO)C[C@@H]1OCCCC1